(R)-4-(1-((1-(3-cyano-2-methylphenyl)ethyl)amino)-4-methylpyrido[3,4-d]pyridazin-7-yl)piperazine-1-carboxylic acid tert-butyl ester C(C)(C)(C)OC(=O)N1CCN(CC1)C1=CC=2C(=C(N=NC2N[C@H](C)C2=C(C(=CC=C2)C#N)C)C)C=N1